1-(6-fluoro-(1,2,4)triazolo(4,3-a)pyridin-3-yl)-N4-(2-(trifluoromethyl)imidazo(1,2-a)pyridin-5-yl)cyclohexane-1,4-diamine FC=1C=CC=2N(C1)C(=NN2)C2(CCC(CC2)NC2=CC=CC=1N2C=C(N1)C(F)(F)F)N